COC(=O)C1=C(N=CS1)C.C(#N)C=1C=C(C=CC1)C1=CC(=CS1)C(=O)NC1=NC(=NS1)CCl 5-(3-cyanophenyl)-N-(3-(chloromethyl)-1,2,4-thiadiazol-5-yl)thiophene-3-carboxamide methyl-4-methylthiazole-5-carboxylate